BrC=1C=C(C2=C(C=C(O2)CNC(=O)OC(C)(C)C)C1C)C(=O)OC methyl 5-bromo-2-(((tert-butoxycarbonyl)amino)methyl)-4-methylbenzofuran-7-carboxylate